3-(propoxyethylphosphinyl)-2-methyl-propionic acid propyl ester C(CC)OC(C(CP(=O)CCOCCC)C)=O